NC1=CC(NC=C1C)=O 4-amino-5-methyl-1H-pyridin-2-One